CC1=CC=C(C=C1)S(=O)(=O)OCCCCOC1=CC=C(C=C1)N1C(N(C(C1(C)C)=O)C1=CC(=C(C=C1)C#N)C(F)(F)F)=S 4-(4-(3-(4-Cyano-3-(trifluoromethyl)phenyl)-5,5-dimethyl-4-oxo-2-thioxoimidazolidin-1-yl)phenoxy)butyl 4-methylbenzenesulfonate